(3R)-2-[(5-chloro-3-methoxypyridin-2-yl)methyl]-3-(4-chlorophenyl)-4-fluoro-6-[1-hydroxy-1-(1-methyl-1H-imidazol-4-yl)propyl]-3-(2-hydroxyethoxy)-2,3-dihydro-1H-isoindol-1-one ClC=1C=C(C(=NC1)CN1C(C2=CC(=CC(=C2[C@]1(OCCO)C1=CC=C(C=C1)Cl)F)C(CC)(C=1N=CN(C1)C)O)=O)OC